Cl.Cl.C(C)[C@H]1OC2=C([C@H](NC1)CC)N=CC=C2 |o1:8| (2R,5R*)-2,5-diethyl-2,3,4,5-tetrahydropyrido[2,3-f][1,4]oxazepine dihydrochloride